N-Acryloyl-N-(5-(3-(4-(trifluoromethyl)phenoxy)pyrazin-2-yl)pyrimidin-2-yl)acrylamide C(C=C)(=O)N(C(C=C)=O)C1=NC=C(C=N1)C1=NC=CN=C1OC1=CC=C(C=C1)C(F)(F)F